[Si](C)(C)(C(C)(C)C)O[C@H]1C[C@@H](N(C1)C(=O)O)C(=O)O (2R,4S)-4-((tert-butyldimethylsilyl)oxy)pyrrolidine-1,2-dicarboxylic acid